3-(4-methoxybenzyl)dihydropyrimidine COC1=CC=C(CN2CNC=CC2)C=C1